7-methyl-6-azaspiro[3.4]octane hydrochloride Cl.CC1NCC2(CCC2)C1